2-((1R,5S,6R)-3-(5-cyano-6-((S)-2-methylazetidine-1-yl)-4-(trifluoromethyl)pyridin-2-yl)-3-azabicyclo[3.1.0]hexan-6-yl)acetic acid C(#N)C=1C(=CC(=NC1N1[C@H](CC1)C)N1C[C@@H]2C([C@@H]2C1)CC(=O)O)C(F)(F)F